N-(tert-butyl)-3-((2-((4-(4-(4-(2-((2,6-dioxopiperidin-3-yl)amino)benzyl)piperazin-1-yl)piperidin-1-yl)phenyl)amino)-5-methylpyrimidin-4-yl)amino)benzenesulfonamide C(C)(C)(C)NS(=O)(=O)C1=CC(=CC=C1)NC1=NC(=NC=C1C)NC1=CC=C(C=C1)N1CCC(CC1)N1CCN(CC1)CC1=C(C=CC=C1)NC1C(NC(CC1)=O)=O